ClC1=C(C=C(C=C1)F)C1NC(C2=C1C(=CC=1C=CN=CC21)N(C(C2=CC(=CC(=C2)F)C(F)(F)F)=O)C(=O)C2=CC(=CC(=C2)F)C(F)(F)F)=O N-[3-(2-chloro-5-fluorophenyl)-1-oxo-2,3-dihydro-1H-pyrrolo[4,3-h]isoquinolin-4-yl]-5-fluoro-N-{[5-fluoro-3-(trifluoromethyl)phenyl]carbonyl}-3-(trifluoromethyl)benzamide